1-((1-(2-(2,6-dioxopiperidin-3-yl)-1,3-dioxoisoindolin-5-yl)piperidin-4-yl)methyl)piperidin O=C1NC(CCC1N1C(C2=CC=C(C=C2C1=O)N1CCC(CC1)CN1CCCCC1)=O)=O